BrC1=C(C(=O)N2CCOCC2)C=CC=C1 N-(2-bromobenzoyl)morpholine